C1(CCC1)CN(C(OC(C)(C)C)=O)[C@H]1CN(CCC1)C=1N=NC(=CC1)CN1N=NC(=C1)C1=NC2=CC=CC=C2C(N1CC1=CC=C(C=C1)OC)=O tert-butyl N-(cyclobutylmethyl)-N-[(3R)-1-[6-[[4-[3-[(4-methoxyphenyl)methyl]-4-oxo-quinazolin-2-yl]triazol-1-yl]methyl]pyridazin-3-yl]-3-piperidyl]carbamate